The molecule is a member of the class of pyrimidone, which is (as the monohydrate of its sodium salt) in combination with ombitasvir, paritaprevir and ritonavir (under the trade name Viekira Pak) for treatment of chronic hepatitis C virus genotype 1 infection as well as cirrhosis of the liver. It has a role as an antiviral drug and a nonnucleoside hepatitis C virus polymerase inhibitor. It is a member of naphthalenes, a sulfonamide, an aromatic ether and a pyrimidone. It derives from a uracil. CC(C)(C)C1=CC(=CC(=C1OC)C2=CC3=C(C=C2)C=C(C=C3)NS(=O)(=O)C)N4C=CC(=O)NC4=O